S1C(=NC2=C1C=CC=C2)C2=CC=C(C=C2)NC2=CC=C(C=C2)C=2C=CC1=C(OC3=C1C=CC=C3)C2 (4-benzothiazol-2-yl-phenyl)-(4-dibenzofuran-3-yl-phenyl)-amine